C(CC(=O)O)(=O)O.C1(C=2C(C(N1C=C)=O)=CC=CC2)=O (phthalimido) ethylene malonate